NC=1C2=C(N=CN1)N(C=C2)[C@@H]2C=C([C@H]1OC(O[C@H]12)(C)C)CCC1=CC=C2C3(C(=NC2=C1)N)CCC3 6'-(2-((3aS,4R,6aR)-4-(4-Amino-7H-pyrrolo[2,3-d]pyrimidin-7-yl)-2,2-dimethyl-3a,6a-dihydro-4H-cyclopenta[d][1,3]dioxol-6-yl)ethyl)spiro[cyclobutane-1,3'-indol]-2'-amine